FC=1C=C2C(=NC=3N(C2=CC1N)C=NN3)N(C3=CC=CC=C3)C 7-fluoro-N5-methyl-N5-Phenyl-[1,2,4]triazolo[4,3-a]quinazoline-5,8-diamine